3-((4-ethylphenyl)sulfonyl)-6-methoxy-4-(4-methylpiperidin-1-yl)quinoline C(C)C1=CC=C(C=C1)S(=O)(=O)C=1C=NC2=CC=C(C=C2C1N1CCC(CC1)C)OC